Biotin-d7 OC(=O)C(C(C(C([C@@H]1SC[C@@H]2NC(=O)N[C@H]12)[2H])([2H])[2H])([2H])[2H])([2H])[2H]